ClC1=C(C=C(C=C1)F)C1NC(C=2C=3C=CC(N(C3C=C(C21)C(=O)O)CCCCCCCCCCCCCC)=O)=O 3-(2-Chloro-5-fluorophenyl)-1,7-dioxo-6-(tridecylmethyl)-2,3-dihydro-1H-pyrrolo[4,3-f]quinoline-4-carboxylic acid